(S)-quinuclidin-3-yl (5-(2-chlorophenyl)-2,3-dihydro-1H-inden-1-yl)carbamat ClC1=C(C=CC=C1)C=1C=C2CCC(C2=CC1)NC(O[C@@H]1CN2CCC1CC2)=O